(2R)-2-amino-3-(2-chloro-7-methyl-4-{[(thiophen-2-yl)methyl]amino}thieno[3,2-d]pyrimidin-6-yl)propan-1-ol benzyl-N-(1-cyano-5-methyl-2,3,4,7-tetrahydroazepin-3-yl)carbamate C(C1=CC=CC=C1)N(C(=O)OC[C@@H](CC1=C(C=2N=C(N=C(C2S1)NCC=1SC=CC1)Cl)C)N)C1CN(CC=C(C1)C)C#N